tert-Butyl 7-[8-(tert-butoxycarbonylamino)-7-fluoro-3-[(3-fluorocyclobutoxy)carbonylamino]-6-isoquinolyl]-8-methyl-2,3-dihydropyrido[2,3-b][1,4]oxazine-1-carboxylate C(C)(C)(C)OC(=O)NC=1C(=C(C=C2C=C(N=CC12)NC(=O)OC1CC(C1)F)C1=C(C2=C(OCCN2C(=O)OC(C)(C)C)N=C1)C)F